CN(CCCN(C(CCCCCCC(OCCC(CCCCC)CCCCC)=O)=O)C(CCCCC=CC(=O)OC(CCCCCCCC)CCCCCCCC)CCCCCCCCCC)C Heptadecan-9-yl 8-(N-(3-(dimethylamino)propyl)-8-oxo-8-((3-pentyloctyl)oxy)-octanamido)octadecenoate